CC=1C=C(C(O)=CC1)O para-methyl-catechol